C(CCCCCCCC)NC1CCN(CC1)C=1C2=C(N=CN1)NC=C2 N-nonyl-1-(7H-pyrrolo[2,3-d]pyrimidine-4-yl)piperidine-4-amine